FC1(C(CC2C(OC(C2(C1)O)=O)C)C)F 6,6-difluoro-7a-hydroxy-3,5-dimethylhexahydroisobenzofuran-1(3H)-one